2,3-dimethoxybenzotrifluoride COC1=C(C=CC=C1OC)C(F)(F)F